C(C)(C)(C)OC(=O)N1C(CCC=C1)OS(=O)(=O)C(F)(F)F ((trifluoromethyl)sulfonyloxy)-3,4-dihydropyridine-1(2H)-carboxylic acid tert-butyl ester